ClCCCN(CCCCCC)CCCCCC N-(3-chloropropyl)-dihexylamine